1-(3-methoxypropyl)-1H-pyrazol COCCCN1N=CC=C1